N1=C(C=CC=2CCCNC12)CC[C@@H]1C[C@H](C1)OCC[C@H](NC(=O)C1(CCOCC1)C(F)(F)F)C(=O)O O-(trans-3-(2-(5,6,7,8-tetrahydro-1,8-naphthyridin-2-yl)ethyl)cyclobutyl)-N-(4-(trifluoromethyl)tetrahydro-2H-pyran-4-carbonyl)homoserine